2,7-bis(4-trifluoromethylphenyl)-9-fluorenone FC(C1=CC=C(C=C1)C1=CC=2C(C3=CC(=CC=C3C2C=C1)C1=CC=C(C=C1)C(F)(F)F)=O)(F)F